2-(2-bromo-4-chloro-phenyl)ethoxy-tert-butyl-dimethyl-silane BrC1=C(C=CC(=C1)Cl)CCO[Si](C)(C)C(C)(C)C